Phenyl (E)-3-((4-benzylthiophen-2-yl)(hydroxy)methylene)-5-chloro-2-oxoindole-1-carboxylate C(C1=CC=CC=C1)C=1C=C(SC1)/C(=C/1\C(N(C2=CC=C(C=C12)Cl)C(=O)OC1=CC=CC=C1)=O)/O